C(#N)C1=CC=C(C=C1)N(CCC1OCC2(CN(C2)C(=O)OC(C)(C)C)CO1)CC1=C(C(=C(C=C1)OCC)F)F tert-butyl 7-(2-((4-cyanophenyl)(4-ethoxy-2,3-difluorobenzyl)amino)ethyl)-6,8-dioxa-2-azaspiro[3.5]nonane-2-carboxylate